FC=1C(=NC=C(C1)N1CC(C1)C(F)(F)F)C=1C=C(SC1C)C(=O)NC1=CC(=CC(=C1)NS(=O)(=O)C)F 4-(3-fluoro-5-(3-(trifluoromethyl)azetidin-1-yl)pyridin-2-yl)-N-(3-fluoro-5-(methylsulfonamido)phenyl)-5-methylthiophene-2-carboxamide